nitro-2,2'-bis(trifluoromethyl)-4,4'-dinitrobiphenyl [N+](=O)([O-])C=1C(=C(C=CC1[N+](=O)[O-])C1=C(C=C(C=C1)[N+](=O)[O-])C(F)(F)F)C(F)(F)F